(2,5-dioxopyrrolidin-1-yl)2-methylbutanoate O=C1N(C(CC1)=O)C(C(=O)[O-])(CC)C